9-((1s,4s)-4-(aminomethyl)cyclohexyl)-N2-tert-butyl-N8-(3,5-dichlorophenyl)-9H-purine-2,8-diamine NCC1CCC(CC1)N1C2=NC(=NC=C2N=C1NC1=CC(=CC(=C1)Cl)Cl)NC(C)(C)C